3-(2,3-epoxypropoxy)propyl-methyl-diethoxysilane C(C1CO1)OCCC[Si](OCC)(OCC)C